1-nitrobenzene [N+](=O)([O-])C1=CC=CC=C1